N-[4-(3-cyanophenyl)-5-(2,6-dimethyl-4-pyridyl)thiazol-2-yl]-4-(2-oxoimidazolidin-1-yl)piperidine-1-carboxamide C(#N)C=1C=C(C=CC1)C=1N=C(SC1C1=CC(=NC(=C1)C)C)NC(=O)N1CCC(CC1)N1C(NCC1)=O